4-(2-(6-(3-methoxyphenyl)-1,1-dioxido-1,2,6-thiadiazinan-2-yl)-acetamido)adamantan-1-carboxamide COC=1C=C(C=CC1)N1CCCN(S1(=O)=O)CC(=O)NC1C2CC3(CC(CC1C3)C2)C(=O)N